4-((2-ethoxy-2-oxoethyl)sulfinyl)-3-(trifluoromethyl)benzoic acid C(C)OC(CS(=O)C1=C(C=C(C(=O)O)C=C1)C(F)(F)F)=O